(R)-(2-(3-(2-(4-(4-fluorophenyl)piperazin-1-yl)ethyl)-1-oxo-2-oxa-8-azaspiro[4.5]decan-8-yl)-2-oxoethyl)carbamic acid tert-butyl ester C(C)(C)(C)OC(NCC(=O)N1CCC2(C[C@@H](OC2=O)CCN2CCN(CC2)C2=CC=C(C=C2)F)CC1)=O